CCC(C)(CCC=C(C)C)O 1,2-dihydrolinalool